5-([1,1'-biphenyl]-4-yl-2',3',4',5',6'-d5)-2-fluoro-4-methylpyridine C1(=CC=C(C=C1)C=1C(=CC(=NC1)F)C)C1=C(C(=C(C(=C1[2H])[2H])[2H])[2H])[2H]